C(C)N(C=1N=C(C(=NC1CC)C(=O)N)NC1=CC(=CC=C1)OCCCNC(C(C)N(C(C=CCN(C)C)=O)C)=O)CC 5-(diethylamino)-3-((3-(3-(2-(4-(dimethylamino)-N-methylbut-2-enamido)propanamido)propoxy)phenyl)amino)-6-ethylpyrazine-2-carboxamide